(R)-1-(4-((5-(1-(2,2-Difluoroethyl)-4-fluoro-2-methyl-1H-benzo[d]imidazol-6-yl)-4-methoxypyrrolo[2,1-f][1,2,4]triazin-2-yl)amino)-3,3-difluoropiperidin-1-yl)ethan-1-one FC(CN1C(=NC2=C1C=C(C=C2F)C=2C=CN1N=C(N=C(C12)OC)N[C@H]1C(CN(CC1)C(C)=O)(F)F)C)F